(3S,4R)-1-(tert-butyl)-4-(2,4-difluorophenyl)pyrrolidine C(C)(C)(C)N1CC[C@@H](C1)C1=C(C=C(C=C1)F)F